OCCNC(/C=C/CC[C@@H](C(=O)NC=1C(N(C=CC1)CC1=NC2=C(N1C(=O)OC(C)(C)C)C=CC=C2)=O)NC(=O)OC)=O (S,E)-tert-butyl 2-((3-(7-((2-hydroxyethyl)amino)-2-((methoxy-carbonyl) amino)-7-oxohept-5-enamido)-2-oxopyridin-1(2H)-yl)methyl)-1H-benzo[d]imidazole-1-carboxylate